C(C1CO1)OCCC[Si](OCCC)(OCCC)OCCC gamma-(2,3-epoxypropoxy)propyl-tripropoxysilane